E-retinal CC1=C(C(CCC1)(C)C)/C=C/C(=C/C=C/C(=C/C=O)/C)/C